OC1=C(C=C(C=C1)C(C)(C)C1=CC(=C(C=C1)O)CC(C)C)CC(C)C 2,2-bis(4-hydroxy-3-isobutylphenyl)propane